C(C1=CC=CC=C1)N1[C@@H]([C@@H]2CC[C@H](C1)N2C(=O)OC(C)(C)C)[C@H](C(F)F)O T-butyl (1S,2S,5R)-3-benzyl-2-((R)-2,2-difluoro-1-hydroxyethyl)-3,8-diazabicyclo[3.2.1]octane-8-carboxylate